NC=1C2=C(N=CN1)N(C=C2Br)[C@@H]2O[C@@H]([C@@H]([C@H]2O)F)C=C (2R,3S,4R,5R)-2-{4-amino-5-bromo-7H-pyrrolo[2,3-d]pyrimidin-7-yl}-5-ethenyl-4-fluorooxolan-3-ol